di(3-aminopropyl)ethylenediamine NCCCNCCNCCCN